6-Bromo-8-chloro-N-(tetrahydrofuran-3-yl)cinnolin-3-amine BrC=1C=C2C=C(N=NC2=C(C1)Cl)NC1COCC1